N-(3-chloro-5-(methylsulfonamido)phenyl)-5-(5-(methoxymethyl)pyridin-2-yl)-1-methyl-1H-pyrrole-3-carboxamide ClC=1C=C(C=C(C1)NS(=O)(=O)C)NC(=O)C1=CN(C(=C1)C1=NC=C(C=C1)COC)C